C(C1=CC=CC=C1)OC12[C@H](O[C@@H]3OC(O[C@@H]31)(C)C)C(CC2)=O (3aR,4aS,7bR)-7a-(benzyloxy)-2,2-dimethylhexahydro-5H-cyclopenta[4,5]furo[2,3-d][1,3]dioxol-5-one